C(C)(=O)N1C[C@H](CC1)NCC(CC1=C(C(NC=N1)=O)O)C1=CC=C(C=C1)C#CC1=CC=C(C=C1)CN1CCOCC1 6-(3-(((S)-1-acetylpyrrolidin-3-yl)amino)-2-(4-((4-(morpholinomethyl)phenyl)ethynyl)phenyl)propyl)-5-hydroxypyrimidin-4(3H)-one